Tert-Butyl 4-(3-((3-Chlorobenzyl)Amino)-2-Nitrophenyl)Piperazine-1-Carboxylate ClC=1C=C(CNC=2C(=C(C=CC2)N2CCN(CC2)C(=O)OC(C)(C)C)[N+](=O)[O-])C=CC1